N,N-dicyclohexylterephthalamide C1(CCCCC1)N(C(C1=CC=C(C(=O)N)C=C1)=O)C1CCCCC1